bis-(t-butylperoxy)diisopropylbenzene ethyl-(E)-3-(2-amino-3-bromo-6-chloro-5-methoxy-phenyl)prop-2-enoate C(C)OC(\C=C\C1=C(C(=CC(=C1Cl)OC)Br)N)=O.C(C)(C)(C)OOC1=C(C(=C(C=C1)C(C)C)C(C)C)OOC(C)(C)C